ClC=1C=C2C(=C3C1NC(NC31CCCCC1)=O)OC(=N2)CN2CCC(CC2)OCC2CC2 5-chloro-2-{[4-(cyclopropylmethoxy)piperidin-1-yl]methyl}-7,8-dihydro-6H-spiro[[1,3]oxazolo[5,4-f]quinazoline-9,1'-cyclohexane]-7-one